OC1=C(COC(C2=CC=CC=C2)=O)C=CC=C1 Benzoic acid 2-hydroxybenzyl ester